ClC=1C=NC(=NC1)CN1C(=NC(=C1)Cl)C1=CC=C(C=C1)C(F)(F)F 5-chloro-2-[[4-chloro-2-[4-(trifluoromethyl)phenyl]imidazol-1-yl]methyl]pyrimidine